3-hydroxy-2,6-dimethyl-benzene OC=1C(=CC(=CC1)C)C